(R)-2-((1-(2-cyano-7-methyl-3-(4-(o-tolyl)piperazin-1-yl)quinoxalin-5-yl)ethyl)amino)benzoic acid C(#N)C1=NC2=CC(=CC(=C2N=C1N1CCN(CC1)C1=C(C=CC=C1)C)[C@@H](C)NC1=C(C(=O)O)C=CC=C1)C